COC(=O)C1=C(C=NC=C1)NC[C@H]1CCOC2=C1C=CC(=C2)C2=CC(=CC=C2)C 3-({[(4S)-7-(3-methylphenyl)-3,4-dihydro-2H-1-benzopyran-4-yl]methyl}amino)pyridine-4-carboxylic acid methyl ester